C1NC(CC2=CC=CC=C12)C(=O)O 1,2,3,4-tetrahydro-isoquinoline-3-carboxylic acid